methyl 3-((6-aminopyridazin-3-yl)methyl)-2-oxo-4-(trifluoromethyl)pyrrolidine-3-carboxylate NC1=CC=C(N=N1)CC1(C(NCC1C(F)(F)F)=O)C(=O)OC